COC(=O)C=1COCC1NC(=O)C1(CC(=NO1)C1=CC(=CC(=C1)F)F)C 4-[[3-(3,5-difluorophenyl)-5-methyl-4H-isoxazole-5-carbonyl]amino]-2,5-dihydrofuran-3-carboxylic acid methyl ester